CC1=NC(=NC(=C1C1=CC=C(C(=N1)OC)NC(=O)C=1C(=NOC1C)C1=CC=CC=C1)C)NC (6-(4,6-dimethyl-2-(methylamino)pyrimidin-5-yl)-2-methoxypyridin-3-yl)-5-methyl-3-phenylisoxazole-4-carboxamide